S(=O)(=O)(O)C1=CC=C(C(C(=O)[O-])=C1)C(=O)O.[Li+] monolithium 5-sulfophthalate